BrC=1C=C2C(=C(C(N(C2=NC1)CCN1CCOCC1)=O)C(=O)OCC)C ethyl 6-bromo-4-methyl-1-(2-morpholinoethyl)-2-oxo-1,8-naphthyridine-3-carboxylate